diethoxyethanol C(C)OC(C)(O)OCC